(1R,4R)-4-(((2S,4R)-2-methyl-1-propionyl-1,2,3,4-tetrahydroquinolin-4-yl)amino)cyclohexane-1-carboxylic acid C[C@@H]1N(C2=CC=CC=C2[C@@H](C1)NC1CCC(CC1)C(=O)O)C(CC)=O